1-(3,4-dimethoxyphenyl)-N-(3-morpholinopropyl)-9H-pyrido[3,4-b]indole-3-carboxamide COC=1C=C(C=CC1OC)C1=NC(=CC2=C1NC1=CC=CC=C21)C(=O)NCCCN2CCOCC2